FC1=C(C=C(C=C1)[C@H](C)NC(=O)C=1C(NC2=C(N=C(C=C2C1N1CCN[C@H](CC1)C)C)C1CC1)=O)OC N-[(S)-1-(4-fluoro-3-methoxyphenyl)ethyl]-4-[(S)-5-methyl-1,4-diazepan-1-yl]-8-cyclopropyl-6-methyl-2-oxo-1,2-dihydro-1,7-diaza-3-naphthamide